N,N'-bis(3,5-di-tert-butyl-4-hydroxyphenyl-propionyl)hexamethylenediamide C(C)(C)(C)C=1C=C(C=C(C1O)C(C)(C)C)CCC(=O)[N-]CCCCCC[N-]C(CCC1=CC(=C(C(=C1)C(C)(C)C)O)C(C)(C)C)=O